(S)-4-methyl-1-oxo-1-((S)-2-((S)-1-phenyl-2-(pyridin-2-yl)ethylcarbamoyl)pyrrolidin-1-yl)pentan-2-ylcarbamic acid tert-butyl ester C(C)(C)(C)OC(N[C@H](C(N1[C@@H](CCC1)C(N[C@@H](CC1=NC=CC=C1)C1=CC=CC=C1)=O)=O)CC(C)C)=O